(R)-1-methyl-4-((5-methyl-1H-pyrazol-3-yl)methyl)-N-(1-methylcyclopropyl)-5-oxo-1,2,4,5-tetrahydroimidazo[1,2-a]quinazoline-7-sulfonamide C[C@@H]1CN=C2N1C1=CC=C(C=C1C(N2CC2=NNC(=C2)C)=O)S(=O)(=O)NC2(CC2)C